(8-(5-(4-fluoro-2-methoxyphenyl)imidazo[2,1-b][1,3,4]thiadiazol-2-yl)-1-oxa-8-azaspiro[4.5]decan-2-yl)methylamine FC1=CC(=C(C=C1)C1=CN=C2SC(=NN21)N2CCC1(CCC(O1)CN)CC2)OC